2-(cystein-S-ylcarbonyl)-3-methyl-4-(glutam-5-yloxy)methylindole N[C@@H](CSC(=O)C=1NC2=CC=CC(=C2C1C)COC(CC[C@H](N)C(=O)O)=O)C(=O)O